C(C)(C)(C)OC(=O)C1OC(C(C1)C)(C(F)(F)F)C 4,5-dimethyl-5-(trifluoromethyl)tetrahydrofuran-2-carboxylic acid tert-butyl ester